triphenyl trithiophosphate P(=S)(SC1=CC=CC=C1)(SC1=CC=CC=C1)OC1=CC=CC=C1